(3-(3-(tert-butyl)isoxazol-5-yl)ureido)-N-(8-methoxy-5,6-dihydrobenzo[h]quinazolin-2-yl)benzamide C(C)(C)(C)C1=NOC(=C1)NC(NC1=C(C(=O)NC2=NC=3C4=C(CCC3C=N2)C=C(C=C4)OC)C=CC=C1)=O